2-methanesulfonyl-1-[6-({5-methyl-3-[6-(trifluoromethyl)pyridin-3-yl]-1,2-oxazol-4-yl}methoxy)-1,2,3,4-tetrahydro-2,7-naphthyridin-2-yl]ethan-1-one CS(=O)(=O)CC(=O)N1CC2=CN=C(C=C2CC1)OCC=1C(=NOC1C)C=1C=NC(=CC1)C(F)(F)F